C(CCCCCCC)(=O)OCCCO 1,3-propanediol caprylate